N-(15-methyl-3-(13-methyl-tetradecyloxy)-hexadecyl)-glycine CC(CCCCCCCCCCCC(CCNCC(=O)O)OCCCCCCCCCCCCC(C)C)C